[C@H]1([C@H](C1)C(=O)OCC)C(=O)OCC diethyl (1S,2S)-cyclopropane-1,2-dicarboxylate